2,2-bis-(4-β-hydroxyethoxy-phenyl)-propane OCCOC1=CC=C(C=C1)C(C)(C)C1=CC=C(C=C1)OCCO